CN1C(=NC(=C1)C(F)(F)F)C1=CC=C(C#N)C=C1 4-(1-Methyl-4-(trifluoromethyl)-1H-imidazol-2-yl)benzonitrile